COC1=CC2=C(C(=CO2)C)C=C1 6-methoxy-3-methylbenzofuran